C1(CCC12OCCC2)N2N=CC(=C2)C=2C(=C(C=CC2)NC2=C(N=NC(=C2)NC(=O)C2(CC2)F)C(=O)N)OC 4-((3-(1-(5-oxaspiro[3.4]octan-1-yl)-1H-pyrazol-4-yl)-2-methoxyphenyl)amino)-6-(1-fluorocyclopropane-1-carboxamido)pyridazine-3-carboxamide